7'-(1-((1-(4-((2,6-dioxopiperidin-3-yl)amino)-2-fluorophenyl)piperidin-4-yl)methyl)piperidin-4-yl)-1',3'-dimethyl-2'-oxo-1',2',3,4-tetrahydro-2H-[1,5'-biquinoline]-7-carbonitrile O=C1NC(CCC1NC1=CC(=C(C=C1)N1CCC(CC1)CN1CCC(CC1)C=1C=C(C=2C=C(C(N(C2C1)C)=O)C)N1CCCC2=CC=C(C=C12)C#N)F)=O